(6S)-6-(Methoxymethyl)-6-methyl-1,4,5,7-tetrahydroindazole-3-carboxylic acid COC[C@]1(CCC=2C(=NNC2C1)C(=O)O)C